ditertiary butyl malonate C(CC(=O)OC(C)(C)C)(=O)OC(C)(C)C